N-(4-(6-morpholinohexyl)-1-phenyl-1H-imidazol-2-yl)benzamide O1CCN(CC1)CCCCCCC=1N=C(N(C1)C1=CC=CC=C1)NC(C1=CC=CC=C1)=O